BrC=1C=C2C=C(N=CC2=CC1)CNC(OCCCC)=O Butyl ((6-bromoisoquinolin-3-yl)methyl)carbamate